ClC1=CC=C(C=C1)C=1N=C(SC1CC)NC=1C=C(C(=O)NCC(=O)O)C=CC1 (3-((4-(4-chlorophenyl)-5-ethylthiazol-2-yl)amino)benzoyl)glycine